NC1CCN(CC1)C1=CC(=NN1C1=CC=C(C=C1)C)C1=CC(=C(C#N)C=C1)F 4-(5-(4-aminopiperidin-1-yl)-1-(p-tolyl)-1H-pyrazol-3-yl)-2-fluorobenzonitrile